3-(3-(2,5-difluoro-4-methyl-3-(7-morpholinoimidazo[1,2-a]pyridine-3-carboxamido)phenyl)-1,2,4-oxadiazol-5-yl)azetidine-1-carboxylic acid methyl ester COC(=O)N1CC(C1)C1=NC(=NO1)C1=C(C(=C(C(=C1)F)C)NC(=O)C1=CN=C2N1C=CC(=C2)N2CCOCC2)F